[Pt].ClC=1C(=NC2=C3N=CC=CC3=CC=C2C1)Cl dichloro(1,10-phenanthroline) platinum